BrC1=NC(=C2NC=NC2=N1)NC1CCCCC1 2-bromo-N6-cyclohexyladenine